methyl (6S)-4,6,7,8-tetrahydro-4-oxo-pyrrolo[1,2-a]pyrimidine-6-carboxylate O=C1C=CN=C2N1[C@@H](CC2)C(=O)OC